(S)-3-bromo-4-methyl-6,7,7a,8,10,11-hexahydro-9H-pyrazino[1,2-d]pyrido[3,2-b][1,4]thiazepin BrC1=C(C=2SCC[C@@H]3N(C2N=C1)CCNC3)C